(2r,5s)-2,5-dimethyl-4-(5-methyl-7-tosyl-7H-pyrrolo[2,3-d]pyrimidin-4-yl)piperazine-1-carboxylic acid tert-butyl ester C(C)(C)(C)OC(=O)N1[C@@H](CN([C@H](C1)C)C=1C2=C(N=CN1)N(C=C2C)S(=O)(=O)C2=CC=C(C)C=C2)C